4-amino-2,5-difluorophenol methanesulfonate CS(=O)(=O)OC1=C(C=C(C(=C1)F)N)F